3-chloro-6-fluoro-2-methylpyridin-4-ol ClC=1C(=NC(=CC1O)F)C